(Z)-hept-3-en-1-yl 8-((6-((4,4-bis(octyloxy)butanoyl)oxy)hexyl)(2-hydroxyethyl)amino)octanoate C(CCCCCCC)OC(CCC(=O)OCCCCCCN(CCCCCCCC(=O)OCC\C=C/CCC)CCO)OCCCCCCCC